C(CCCCCCCCCC(C)C)C(C(=O)O)CCCCCCCCCCCCCCCC isotridecyl-stearic acid